BrC=1C=C(C=C2CC(NC12)=O)C1=NNC(SC1C)=O 5-(7-bromo-2-oxoindolin-5-yl)-6-methyl-3,6-dihydro-2H-1,3,4-thiadiazin-2-one